ClC1=C(C=C(C=C1)F)[C@@H]([C@@H](C)C=1N(C(C(=C(N1)C(=O)NC=1C=NOC1)O)=O)C)C1=NC=C(N=C1)C 2-((1R,2R)-1-(2-chloro-5-fluorophenyl)-1-(5-methylpyrazin-2-yl)propan-2-yl)-5-hydroxy-N-(isoxazol-4-yl)-1-methyl-6-oxo-1,6-dihydropyrimidine-4-carboxamide